ClC=1C=C(C(=NC1)OC1=CC=C(C(NO)=N)C=C1)F 4-((5-chloro-3-fluoropyridin-2-yl)oxy)-N-hydroxybenzimidamide